(S)-N-(4-((4-(3,5-dichlorophenyl)piperazin-1-yl)sulfonyl)phenyl)-5-(1,2-dihydroxyethyl)-2-(N-methylmethylsulfonamido)benzamide ClC=1C=C(C=C(C1)Cl)N1CCN(CC1)S(=O)(=O)C1=CC=C(C=C1)NC(C1=C(C=CC(=C1)[C@@H](CO)O)N(S(=O)(=O)C)C)=O